tert-butyl (3aR,6aS)-5-(4-(4,4,5,5-tetramethyl-1,3,2-dioxaborolan-2-yl)phenyl)hexahydropyrrolo[3,4-c]pyrrole-2(1H)-carboxylate CC1(OB(OC1(C)C)C1=CC=C(C=C1)N1C[C@@H]2[C@H](C1)CN(C2)C(=O)OC(C)(C)C)C